CC1C(CCC(N1)=O)=O 6-methylpiperidine-2,5-dione